BrC=1C(=C(NC2=C(NC3=C2C(NCC3)=O)C3=C(C=NC=C3)OC[C@H]3OCC3)C=CC1)OC 3-(3-bromo-2-methoxyanilino)-2-(3-{[(2S)-oxetan-2-yl]methoxy}pyridin-4-yl)-1,5,6,7-tetrahydro-4H-pyrrolo[3,2-c]pyridin-4-one